ClC=1C=C(OC2=CC=C(C=C2)C=2C=C3C=NC(=NC3=CC2)NS(=O)(=O)C)C=C(C1OCCCl)C#N N-(6-(4-(3-chloro-4-(2-chloroethoxy)-5-cyanophenoxy)phenyl)quinazolin-2-yl)methanesulfonamide